6-(6-ethynyl-5-fluoro-4-methoxypyridin-3-yl)-5-{3-fluoro-4-[(4-methylpyrimidin-2-yl)oxy]phenyl}-7-methyl-7H-pyrrolo[2,3-d]pyrimidin-4-amine C(#C)C1=C(C(=C(C=N1)C1=C(C2=C(N=CN=C2N)N1C)C1=CC(=C(C=C1)OC1=NC=CC(=N1)C)F)OC)F